N,N'-(p-tolylene)bismaleimide CC1(CC=C(C=C1)N1C(C=CC1=O)=O)N1C(C=CC1=O)=O